FC(C1=NN(C=C1NC(=O)C=1C=NN2C1N=C(C=C2)N2C[C@H](O[C@@H](C2)C)C)C2CCC(CC2)C=O)F N-[(1S)-3-(difluoromethyl)-1-(4-formylcyclohexyl)pyrazol-4-yl]-5-[(2R,6R)-2,6-dimethylmorpholin-4-yl]pyrazolo[1,5-a]pyrimidine-3-carboxamide